(S)-2-oxopyrrolidin-3-ylmethylsulfonate O=C1NCC[C@@H]1CS(=O)(=O)[O-]